Bis(trifluoromethyl)methane FC(F)(F)CC(F)(F)F